(±)-1-spiro[3.3]hept-2-yl-3-[2,2,2-trifluoro-1-(3-trifluoromethyl-phenyl)-ethyl]-urea C1C(CC12CCC2)NC(=O)N[C@@H](C(F)(F)F)C2=CC(=CC=C2)C(F)(F)F |r|